methyl 1-(2-(1H-imidazol-1-yl) ethyl)-1H-pyrazole-5-carboxylate N1(C=NC=C1)CCN1N=CC=C1C(=O)OC